ClC1=NC(=C2C(=N1)N(N=C2)[C@H]2[C@@H]([C@@H]([C@H](O2)COC(C(=O)O)(CO)P(=O)(O)O)O)O)NC2CCCC2 (((2R,3S,4R,5R)-5-(6-chloro-4-(cyclopentylamino)-1H-pyrazolo[3,4-d]pyrimidin-1-yl)-3,4-dihydroxytetrahydro-furan-2-yl)methoxy)-3-hydroxy-2-phosphonopropanoic acid